BrC=1C=C(C=CC1F)NC(=NO)C1=NON=C1NCCN1N=NC(=C1)C1(CCCCC1)O N-(3-bromo-4-fluorophenyl)-N'-hydroxy-4-((2-(4-(1-hydroxycyclohexyl)-1H-1,2,3-triazol-1-yl)ethyl)amino)-1,2,5-oxadiazole-3-formamidine